BrC1=NC(=CC(=C1O)C1=CC(=C(C=C1)N1C(N(C=C1)C)=O)Cl)F 1-(4-(2-bromo-6-fluoro-3-hydroxypyridin-4-yl)-2-chlorophenyl)-3-methyl-1,3-dihydro-2H-imidazol-2-one